C(C)(C)(C)[Si](OCCCOC1=C(C(=NC=C1)C(=C)C)[N+](=O)[O-])(C)C 4-(3-((Tert-Butyldimethyl-Silyl)Oxy)Propoxy)-3-Nitro-2-(Prop-1-En-2-Yl)PyriDine